3-bromo-5-fluoro-4-(trifluoromethoxy)aniline BrC=1C=C(N)C=C(C1OC(F)(F)F)F